N1=CC=C(C=C1)C=1OC2=C(N1)C=CC=C2 2-(pyridin-4-yl)benzoxazole